FC(C1=NC=C(CC=2C(=NC=CC2)N2CCN(CC2)C(C=C)=O)C=C1)(F)F 1-(4-(3-(6-(trifluoromethyl)nicotinyl)pyridin-2-yl)piperazin-1-yl)prop-2-en-1-one